NC(CCN1C=NC=C1)C 1-(3-aminobutyl)imidazole